BrC=1C=NN(C1)CC(CNC(OC(C)(C)C)=O)O[Si](C)(C)C(C)(C)C tert-butyl (3-(4-bromo-1H-pyrazol-1-yl)-2-((tertbutyldimethylsilyl)oxy) propyl)carbamate